N1(CCCC1)C1=CC(=CN=N1)N1N=CC2=CC=C(C=C12)C1(CCCCC1)C#N 1-(1-(6-(pyrrolidin-1-yl)pyridazin-4-yl)-1H-indazol-6-yl)cyclohexanecarbonitrile